C(C#CC#CCO)O 2,4-hexanediyne-1,6-diol